cis-N-({4-Methyl-2-[6-methyl-3-(2H-1,2,3-triazol-2-yl)pyridin-2-carbonyl]-2-azabicyclo[3.1.1]heptan-3-yl}methyl)-1,3-benzoxazol-2-amin CC1C(N(C2CC1C2)C(=O)C2=NC(=CC=C2N2N=CC=N2)C)CNC=2OC1=C(N2)C=CC=C1